ClC=1C=C(C(=NC1)N1C([C@@H](N(C(C1)=O)CC1=CC=C(C=C1)Cl)CO)=O)F (S)-1-(5-chloro-3-fluoropyridin-2-yl)-4-(4-chlorobenzyl)-3-(hydroxymethyl)piperazine-2,5-dione